3,4,4a,5,6,7,8,8a-octahydro-2H-naphthalen-1-one C1(CCCC2CCCCC12)=O